C(=O)(C(=C)C)OCCC[Si](OC)(OC)OC γ-Methacryl-oxypropyltrimethoxysilane